tert-Butyl 4-(4-((4-(4-((cyanomethyl)carbamoyl)phenyl)-5-methylpyrimidin-2-yl)amino)-1H-pyrazol-1-yl)piperidine-1-carboxylate C(#N)CNC(=O)C1=CC=C(C=C1)C1=NC(=NC=C1C)NC=1C=NN(C1)C1CCN(CC1)C(=O)OC(C)(C)C